CN1CCC2(CC1)NC1=CC=CC=C1C2 methyl-spiro[indoline-2,4'-piperidine]